N-[(1R)-1-[3-(1,1-difluoro-2-hydroxyethyl)phenyl]ethyl]-4-methoxy-5-(1,2,3,6-tetrahydropyridin-4-yl)-1H-indazole-7-carboxamide FC(CO)(F)C=1C=C(C=CC1)[C@@H](C)NC(=O)C=1C=C(C(=C2C=NNC12)OC)C=1CCNCC1